O=C1NC(CCC1C1CC=2C(=CC=3C(NC(C3C2)=O)=O)OC12CCNCC2)=O (2,6-Dioxopiperidin-3-yl)-3',4'-dihydro-6'H-spiro[piperidine-4,2'-pyrano[2,3-f]isoindole]-6',8'(7'H)-dione